(5-iodo-4,6-dimethoxypyrimidin-2-yl)carbamic acid tert-butyl ester C(C)(C)(C)OC(NC1=NC(=C(C(=N1)OC)I)OC)=O